methyl (2S)-2-{[(tert-butoxy)carbonyl]amino}-3-(4-cyano-3-fluorophenyl)propanoate C(C)(C)(C)OC(=O)N[C@H](C(=O)OC)CC1=CC(=C(C=C1)C#N)F